FC=1C=C2C=C(NC2=CC1F)C(=O)N([C@H](C)C1=CNC(C2=CC=CC=C12)=O)C (R)-5,6-Difluoro-N-methyl-N-(1-(1-oxo-1,2-dihydroisoquinolin-4-yl)ethyl)-1H-indole-2-carboxamide